4-[4-bromo-6-(5-cyano-2-methyl-phenyl)-3-hydroxy-pyridin-2-yl]-4-oxo-butyric acid ethyl ester C(C)OC(CCC(=O)C1=NC(=CC(=C1O)Br)C1=C(C=CC(=C1)C#N)C)=O